S1C=CC=2C=NCCC21 6,7-dihydrothieno[3,2-c]pyridin